N[C@H]1CCOC12CCN(CC2)C=2N=CC(=NC2CO)SC2=C(C(=NC=C2)N2CC(C2)C(C)(C)O)Cl (S)-2-(1-(4-(5-(4-amino-oxa-8-azaspiro[4.5]decan-8-yl)-6-(hydroxymethyl)pyrazin-2-ylthio)-3-chloropyridin-2-yl)azetidin-3-yl)propan-2-ol